ClC1=CC2=C(C=N1)C=C(N2C(=O)CC[Si](C)(C)C)C2=NC(=NC=C2)CCC(F)(F)F 2-[[6-Chloro-2-[2-(3,3,3-trifluoropropyl)pyrimidin-4-yl]pyrrolo[3,2-c]pyridin-1-yl]methoyl]ethyl-trimethyl-silane